CN1C(C1)C(CC(=O)O)(C1N(C1)C)C1N(C1)C.C(O)C(CC)(CO)CO trimethylolpropane tris(N-methyl-aziridinyl)propionate